6-Methyl-2-nitro-6,7-dihydro-4H-pyrazolo[5,1-c][1,4]oxazine CC1CN2C(CO1)=CC(=N2)[N+](=O)[O-]